ClC1=CC(=C(C=C1)N1N=NC(=C1)C(F)(F)F)[N+](=O)[O-] 1-(4-chloro-2-nitrophenyl)-4-(trifluoromethyl)-1H-1,2,3-triazole